NC1=NC2=CC=C(C=C2C(=N1)C=1N=NN(C1)CC1=CC=CC(=N1)C(C)(C)O)F 2-(6-{[4-(2-amino-6-fluoroquinazolin-4-yl)-1H-1,2,3-triazol-1-yl]methyl}pyridin-2-yl)propan-2-ol